CC(C)(C)C Dimethyl-propane